Methyl 3-(pyridin-4-yl)cyclobutane-1-carboxylate N1=CC=C(C=C1)C1CC(C1)C(=O)OC